methyl 2-(chloromethyl)-3-[[(2S)-oxetan-2-yl]methyl]benzimidazole-5-carboxylate ClCC=1N(C2=C(N1)C=CC(=C2)C(=O)OC)C[C@H]2OCC2